benzyl-hydroxyethyl-dimethylammonium chloride acrylate C(C=C)(=O)[O-].[Cl-].C(C1=CC=CC=C1)[N+](C)(C)CCO.C(C1=CC=CC=C1)[N+](CCO)(C)C